1,1,1-trifluoro-2-methyl-propan-2-amine FC(C(C)(N)C)(F)F